7-[1-(1,3-dihydroxypropan-2-yl)piperidin-4-yl]-2-(4-ethyl-6-methylpyrazolo[1,5-a]pyrazin-2-yl)-4H-pyrido[1,2-a]pyrimidin-4-one OCC(CO)N1CCC(CC1)C=1C=CC=2N(C(C=C(N2)C2=NN3C(C(=NC(=C3)C)CC)=C2)=O)C1